2-[3,5-dichloro-2-[(1R)-1-hydroxyethyl]-4-pyridyl]ethanone ClC=1C(=NC=C(C1CC=O)Cl)[C@@H](C)O